NC=1C=CC=C2CC(C(CC12)O)N1CCC(CC1)C1=CC=CC=C1 8-Amino-3-(4-phenylpiperidin-1-yl)-1,2,3,4-tetrahydronaphthalen-2-ol